COCCN(CCC(C(=O)O)NC1=CC=NC2=CC=CC=C12)CCCCC1=NC=2NCCCC2C=C1 4-((2-methoxyethyl)(4-(5,6,7,8-tetrahydro-1,8-naphthyridin-2-yl)butyl)amino)-2-(quinolin-4-ylamino)butanoic acid